ClC1=C(OCC(=O)OC)C=CC(=C1)Cl methyl 2,4-dichlorophenoxyacetate